C(#N)C=1C=C(C(=C(C1)[C@H](C)NC(=O)C=1C=NC2=C(N=C(C=C2C1N1CCNC2(CC2)CC1)C)C1CC1)O)F N-[(S)-1-(5-cyano-3-fluoro-2-hydroxyphenyl)ethyl]-8-cyclopropyl-4-(4,7-diaza-7-spiro[2.6]nonyl)-6-methyl-1,7-diaza-3-naphthamide